C[C@H]1N(C(N(C1)C=1C=C2CN(C(C2=CC1)=O)C1C(NC(CC1)=O)=O)=O)C1=CC=CC=C1 3-(5-((R)-4-methyl-2-oxo-3-phenylimidazolidin-1-yl)-1-oxoisoindolin-2-yl)piperidine-2,6-dione